ClC=1C=C(C(=C(C1)O)C1=NC=2N(C=C1)N=C(N2)N[C@H]2CN(C[C@H](C2)F)CC)C 5-Chloro-2-(2-(((3r,5s)-1-ethyl-5-fluoropiperidin-3-yl)amino)-[1,2,4]triazolo[1,5-a]pyrimidin-5-yl)-3-methylphenol